FC1=CC=CC(=N1)C(=O)OC(C)(C)C tert-Butyl 6-fluoropyridine-2-carboxylate